2-chloro-4-(phenanthren-2-yl)-6-phenyl-1,3,5-triazine ClC1=NC(=NC(=N1)C1=CC=2C=CC3=CC=CC=C3C2C=C1)C1=CC=CC=C1